FC1(CC(C1)C(=O)N1C[C@H]([C@H](C1)F)NC(C1=C(C=C(C=C1)F)F)=O)F N-[(3R,4S)-1-(3,3-difluorocyclobutanecarbonyl)-4-fluoropyrrolidin-3-yl]-2,4-difluorobenzamide